bischloromethyl-1,4-diphenylbutane ClCC(CCCC1=CC=CC=C1)(C1=CC=CC=C1)CCl